OC1=NC(=CC(=C1C1=NOC(C1)(O)C(F)F)C)C 3-(2-hydroxy-4,6-dimethyl-3-pyridyl)-5-(difluoromethyl)-4H-isoxazol-5-ol